BrC=1C=C2C(=C(C(N(C2=CC1OC)C)=O)C#N)N1CCC(CC1)C=1OC(=NN1)C1=C(C=CC=C1)C 6-bromo-7-methoxy-1-methyl-4-{4-[5-(2-methylphenyl)-1,3,4-oxadiazol-2-yl]piperidin-1-yl}-2-oxo-1,2-dihydroquinoline-3-carbonitrile